6-[2-methoxy-5-(4,4,5,5-tetramethyl-1,3,2-dioxaborolan-2-yl)phenyl]-3-methylisoquinolin-1-amine trifluoroacetic acid salt FC(C(=O)O)(F)F.COC1=C(C=C(C=C1)B1OC(C(O1)(C)C)(C)C)C=1C=C2C=C(N=C(C2=CC1)N)C